C(C)C(C(C(=O)[O-])(CCCCCC)CC)CCCCCCC(=O)[O-] DiEthyl-Hexyl-Sebacat